2-(cyclohexylmethylamino)-4-(phenylamino)pyrimidine-5-carboxamide C1(CCCCC1)CNC1=NC=C(C(=N1)NC1=CC=CC=C1)C(=O)N